butyl-(5S)-5-({2-[4-(butoxycarbonyl) phenyl] ethyl} [2-(2-{[3-chloro-4-(trifluoromethyl) [biphenyl]-4-yl] methoxy} phenyl) ethyl] amino)-5,6,7,8-tetrahydroquinoline-2-carboxylate C(CCC)OC(=O)C1=NC=2CCC[C@@H](C2C=C1)N(CCC1=C(C=CC=C1)OCC1(C(C=C(C=C1)C1=CC=CC=C1)Cl)C(F)(F)F)CCC1=CC=C(C=C1)C(=O)OCCCC